2-(3,4-dimethoxyphenyl)-3-isopropyl-5-(4-(pyrrolidin-1-yl)piperidin-1-yl)-1H-indole COC=1C=C(C=CC1OC)C=1NC2=CC=C(C=C2C1C(C)C)N1CCC(CC1)N1CCCC1